N-(3-(1H-imidazol-1-yl)propyl)-5-(4,4,5,5-tetramethyl-1,3,2-dioxaborolan-2-yl)pyrimidin-2-amine N1(C=NC=C1)CCCNC1=NC=C(C=N1)B1OC(C(O1)(C)C)(C)C